4-hydroxy-4-phenylpyrrolidine OC1(CCNC1)C1=CC=CC=C1